C(C=CCCCCCCCCCCCCCCC)(=O)OCC(CO)(CO)CO 3-hydroxy-2,2-bis(hydroxymethyl)propyl octadecenoate